4-(4-Fluorobenzyl)-N-(8-(3-hydroxy-3-methylbut-1-yn-1-yl)-1-(methyl-d3)-2-oxo-2,3,4,5-tetrahydro-1H-benzo[b]azepin-3-yl)-1H-pyrazole-1-carboxamid FC1=CC=C(CC=2C=NN(C2)C(=O)NC2CCC3=C(N(C2=O)C([2H])([2H])[2H])C=C(C=C3)C#CC(C)(C)O)C=C1